C(C=1C(=CC(=NC1)C1=CC=CC=C1)C1=CC=CC=C1)([2H])([2H])[2H] 5-(methyl-d3)-2,4-diphenylpyridine